F[C@H]1CN(CC[C@H]1OC)C1=NC=CC(=N1)NC=1N=CC2=C(C=CC(=C2C1)C(C)C)NCC1CNC[C@H]1S(=O)(=O)C N3-(2-((3S,4R)-3-fluoro-4-methoxypiperidin-1-yl)pyrimidin-4-yl)-5-isopropyl-N8-(((4S)-4-(methylsulfonyl)pyrrolidin-3-yl)methyl)isoquinoline-3,8-diamine